N-Ethyl-5-fluoro-N-isopropyl-2-(2-methyl-3-((2R*,4S*)-2-methyl-1-((S)-4-azaspiro[2.4]heptane-5-carbonyl)piperidine-4-carbonyl)-1H-pyrrolo[2,3-c]pyridin-1-yl)benzamide C(C)N(C(C1=C(C=CC(=C1)F)N1C(=C(C=2C1=CN=CC2)C(=O)[C@@H]2C[C@H](N(CC2)C(=O)[C@H]2NC1(CC1)CC2)C)C)=O)C(C)C |o1:22,24|